C(C)(C)(C)N1C[C@H](N(CC1)C1=C(C(=CC=C1)Cl)Cl)C tert-butyl-(R)-4-(2,3-dichlorophenyl)-3-methylpiperazine